CON=C(C(=O)NC)C1=C(C=CC=C1)C=NOC(C)C1=CC(=CC=C1)C(F)(F)F α-(methoxyimino)-N-methyl-2-[[[1-[3-(trifluoromethyl)phenyl]ethoxy]imino]methyl]benzeneacetamide